S1C(=CC=2C=NC=CC21)B(O)O THIENO[3,2-C]PYRIDIN-2-YL-BORONIC ACID